FC1(OC=2C(=CC3=C(OC[C@@H](C(N3)=O)C(C3=CC=CC=C3)(C3=CC=CC=C3)C3=CC=CC=C3)C2)O1)F (S)-2,2-difluoro-7-(trityl)-6,7-dihydro-[1,3]dioxolo[4',5':4,5]benzo[1,2-b][1,4]oxazepin-8(9H)-one